NC1=NC(=C(C=2N1N=C(N2)CC2=NC=CC=C2F)C=2C=CC(N(C2)C)=O)C2=C(C=CC=C2)OC 5-(5-amino-2-((3-fluoropyridin-2-yl)methyl)-7-(2-methoxyphenyl)-[1,2,4]triazolo[1,5-c]pyrimidin-8-yl)-1-methylpyridin-2(1H)-one